CYANODIPHENYLACRYLATE C(#N)C(C(=O)[O-])=C(C1=CC=CC=C1)C1=CC=CC=C1